CC(C)(C)[O-].[K+].FC1=C(C=C(C=C1)CSC=1N=CC2=C(N1)C(=CN2C(C)C)N2CC(C(C2)(F)F)(F)F)CC(=O)O 2-(2-fluoro-5-(((5-isopropyl-7-(3,3,4,4-tetrafluoropyrrolidin-1-yl)-5H-pyrrolo[3,2-d]pyrimidin-2-yl)thio)methyl)phenyl)acetic acid Potassium tert-butoxide